1-oxoisoquinoline-6-carboxamide O=C1NC=CC2=CC(=CC=C12)C(=O)N